(2R,5R*)-2-cyclopropyl-5-methyl-2,3,4,5-tetrahydropyrido[2,3-f][1,4]oxazepine C1(CC1)[C@H]1OC2=C([C@H](NC1)C)N=CC=C2 |o1:7|